2-(4-bromophenyl)-4-(2-pyridyl)quinazoline BrC1=CC=C(C=C1)C1=NC2=CC=CC=C2C(=N1)C1=NC=CC=C1